4,4-difluoro-1,2-oxathiolane 2,2-dioxide FC1(CS(OC1)(=O)=O)F